C(#N)C1(CC1)C1=C(OC2=C1C=CC(=C2)C=2CCOCC2)C(=O)OCC ethyl 3-(1-cyanocyclopropyl)-6-(3,6-dihydro-2H-pyran-4-yl)benzofuran-2-carboxylate